2-methoxy-5-((cis)-3-methoxy-1-(methoxymethyl)cyclobutyl)benzenesulfonamide COC1=C(C=C(C=C1)C1(CC(C1)OC)COC)S(=O)(=O)N